C(C)C=1C(=CC=C2C=C(C=C(C12)C1=C(C=C2C(=NC(=NC2=C1F)F)N1CC=2N(CCC1)N=C(C2)C(=O)N(C)C)F)OCOC)F 5-[7-[8-ethyl-7-fluoro-3-(methoxymethoxy)-1-naphthyl]-2,6,8-trifluoro-quinazolin-4-yl]-N,N-dimethyl-4,6,7,8-tetrahydropyrazolo[1,5-a][1,4]diazepine-2-carboxamide